FC(C1=CC(=NC=C1)C1=CC=C(C=C1)CO)(F)F [4-[4-(trifluoromethyl)-2-pyridyl]phenyl]methanol